CN(CCN(C1=CC=CC=C1)C)C1=CC=CC=C1 dimethyl-N,N'-diphenyl-1,2-ethylenediamine